sodium N,N-dimethyl-carbamate CN(C([O-])=O)C.[Na+]